methyl-4-(3,5-dichlorophenyl)-5-methyl-4,5-dihydroisoxazole-5-carboxamide CC1=NOC(C1C1=CC(=CC(=C1)Cl)Cl)(C(=O)N)C